2-{3-[(1,3-benzothiazol-2-yl)amino]-4-methyl-5H,6H,7H,8H-pyrido[2,3-c]pyridazin-8-yl}-5-{3-[2-fluoro-4-(4-methylpiperazin-1-yl)phenoxy]propyl}-1,3-thiazole-4-carboxylic acid S1C(=NC2=C1C=CC=C2)NC2=C(C1=C(N=N2)N(CCC1)C=1SC(=C(N1)C(=O)O)CCCOC1=C(C=C(C=C1)N1CCN(CC1)C)F)C